2-(4-phenoxyphenyl)-7-(1-propynylpyrrolidin-3-yl)-1H-imidazo[1,2-b]Pyrazole-3-carboxamide O(C1=CC=CC=C1)C1=CC=C(C=C1)C=1NC=2N(N=CC2C2CN(CC2)C#CC)C1C(=O)N